N2-(2-(1H-1,2,4-triazol-1-yl)ethyl)-N5-(cyclohexylmethyl)-[1,1'-biphenyl]-2,5-diamine N1(N=CN=C1)CCNC=1C(=CC(=CC1)NCC1CCCCC1)C1=CC=CC=C1